C(C1=CC=CC=C1)OC(=O)N[C@](C(=O)OC(C)C)(CC(C)=O)C1=CC=C(C=C1)C=1C=NN(C1)C(F)F isopropyl (R)-2-(((benzyloxy)carbonyl)amino)-2-(4-(1-(difluoromethyl)-1H-pyrazol-4-yl)phenyl)-4-oxopentanoate